C(CCCCC)C(CCCOC(CCCCCN(CCCCCC(=O)OCCCC(CCCCCC)CCCCCC)CCC1OC1)=O)CCCCCC 4-hexyldecyl 6-[[6-(4-hexyldecoxy)-6-oxo-hexyl]-[2-(oxiran-2-yl)ethyl] amino]hexanoate